C(C)OC(=O)C1=NNC=C1C(F)(F)F 4-(trifluoromethyl)-1H-pyrazole-3-carboxylic acid ethyl ester